N-{1-[(4S)-7-(3,5-dimethylisoxazol-4-yl)-4-pyridin-2-yl-4,5-dihydroimidazo[1,5,4-de][1,4]benzoxazin-2-yl]azetidin-3-yl}cyclopropanecarboxamide CC1=NOC(=C1C1=CC=C2C=3N([C@H](COC31)C3=NC=CC=C3)C(=N2)N2CC(C2)NC(=O)C2CC2)C